ClC1=C(C=CC=C1C)S(=O)(=O)NC=1C=C2C(N(C(C2=CC1)=O)C1C(NC(CC1)=O)=O)=O 2-chloro-N-[2-(2,6-dioxo-3-piperidyl)-1,3-dioxo-isoindolin-5-yl]-3-methyl-benzenesulfonamide